CC(CC1=CC=C(O1)C#N)CC 5-(2-methylbutyl)furan-2-carbonitrile